NC1=C(C=C(C=C1)P(C)(C)=O)C1=CC=NN1 (4-amino-3-(1H-pyrazol-5-yl)phenyl)dimethylphosphine oxide